C1(CC1)C1=NC(=NO1)C1(CCN(CC1)C(=O)N[C@@H]1[C@H](CCCCC1)N1CCN(CC1)C(C)C)C |r| rac-4-(5-cyclopropyl-1,2,4-oxadiazol-3-yl)-4-methyl-N-{(1S,2S)-2-[4-(propan-2-yl)piperazin-1-yl]cycloheptyl}piperidine-1-carboxamide